6-(benzo[b]-thiophen-2-yl)-N-(2,2,6,6-tetra-methylpiperidin-4-yl)pyridazin-3-amine S1C2=C(C=C1C1=CC=C(N=N1)NC1CC(NC(C1)(C)C)(C)C)C=CC=C2